7,10-dichloro-2-[5-chloro-2-(3-chloro-2-pyridinyl)pyrazol-3-yl]benzo[g][3,1]benzoxazin-4-one ClC=1C=CC2=C(C3=C(C(OC(=N3)C=3N(N=C(C3)Cl)C3=NC=CC=C3Cl)=O)C=C2C1)Cl